O.P(=O)([O-])([O-])[O-].[K+].[K+].[K+] Trikalium phosphat-Monohydrat